(S)-5-((R)-2-hydroxy-4-methylpentanoyl)-N-((R)-3-oxo-1-((S)-2-oxopyrrolidin-3-yl)-4-(trifluoromethoxy)butan-2-yl)-5-azaspiro[2.4]heptane-6-carboxamide O[C@@H](C(=O)N1CC2(CC2)C[C@H]1C(=O)N[C@H](C[C@H]1C(NCC1)=O)C(COC(F)(F)F)=O)CC(C)C